BrC1=C(C2=C(OCC(N2C)=O)C=C1)F 6-bromo-5-fluoro-4-methyl-2H-benzo[b][1,4]oxazin-3(4H)-one